5-Amino-naphthalene-1-carboxylic acid NC1=C2C=CC=C(C2=CC=C1)C(=O)O